BrC=1C=CC(=NC1)C(CC(F)(F)F)OC1OCCCC1 5-bromo-2-(3,3,3-trifluoro-1-((tetrahydro-2H-pyran-2-yl)oxy)propyl)pyridine